3'-(hexan-1,6-diylbis(sulfanediyl))bis(1-(2,6,6-trimethylcyclohexa-1,3-dien-1-yl)butan-1-one) C(CCCCCSC(C(=O)C1=C(C=CCC1(C)C)C)CC)SC(C(=O)C1=C(C=CCC1(C)C)C)CC